4-((3aR,5r,6aS)-5-(6-chloro-1H-indazol-4-yl)-5-hydroxyoctahydrocyclopenta[c]pyrrole-2-carbonyl)benzonitrile ClC1=CC(=C2C=NNC2=C1)C1(C[C@@H]2[C@@H](CN(C2)C(=O)C2=CC=C(C#N)C=C2)C1)O